C(C)C=1C(=C(C(N(C1C)C1=CC=C(C=C1)F)=O)C(=O)OCC)C Ethyl 5-ethyl-1-(4-fluorophenyl)-4,6-dimethyl-2-oxo-1,2-dihydropyridine-3-carboxylate